1-cyclopentyl-7-(methylthio)-3,4-dihydropyrimidino[4,5-d]pyrimidin-2(1H)-one C1(CCCC1)N1C(NCC=2C1=NC(=NC2)SC)=O